NCC1=CC(=CC(=N1)N1C2CN(CC1CC2)C(=O)C2=C(C=C(C=C2)F)Cl)S(=O)(=O)C(CC)CC [8-[6-(aminomethyl)-4-(1-ethylpropylsulfonyl)-2-pyridyl]-3,8-diazabicyclo[3.2.1]octan-3-yl]-(2-chloro-4-fluoro-phenyl)methanone